5-((5-chloro-4-(1H-indol-3-yl)pyrimidin-2-yl)amino)-1-methyl-1H-pyridine ClC=1C(=NC(=NC1)NC=1C=CCN(C1)C)C1=CNC2=CC=CC=C12